NC1=NC(=C(C=2N1N=C(N2)[C@@H](C2=CC=CC=C2)O)C2=NC=NC=C2)C=2C=C(C#N)C=CC2 (R)-3-(5-amino-2-(hydroxy(phenyl)methyl)-8-(pyrimidin-4-yl)-[1,2,4]triazolo[1,5-c]pyrimidin-7-yl)benzonitrile